C(#N)C1=CN=C2N1C(=CC(=C2)C=2N=NN(C2C)C2CCN(CC2)C(=O)OC(C)(C)C)N[C@H](C)C2=NC=C(C=C2)F tert-Butyl 4-[4-[3-cyano-5-[[(1R)-1-(5-fluoro-2-pyridyl)ethyl]amino] imidazo[1,2-a]pyridin-7-yl]-5-methyl-triazol-1-yl]piperidine-1-carboxylate